(E)-1-(4-Chlorophenyl)-3-[4-(2,3,4,6-tetra-O-acetyl-beta-D-allopyranosyloxy)phenyl]prop-2-en-1-one ClC1=CC=C(C=C1)C(\C=C\C1=CC=C(C=C1)O[C@H]1[C@H](OC(C)=O)[C@H](OC(C)=O)[C@H](OC(C)=O)[C@H](O1)COC(C)=O)=O